C(CCC)NC(C1=CC=C(C=C1)C(N)=NO)=O N-butyl-4-(N'-hydroxycarbamimidoyl)benzamide